ethyl 2-(2-fluoro-4-(4-hydroxy-3-isopropylbenzyl)-5-(prop-1-en-2-yl)phenoxy)acetate FC1=C(OCC(=O)OCC)C=C(C(=C1)CC1=CC(=C(C=C1)O)C(C)C)C(=C)C